CN1C(C=C2N1C=C(C=C2)C(=O)OC)=O methyl 1-methyl-2-oxopyrazolo[1,5-a]pyridine-6-carboxylate